N1CCC(CC1)CC1=C(C=CC=C1)O 2-[(piperidin-4-yl)methyl]phenol